secondary hexanoic acid C(C(=O)O)CCCC